(+/-)-2-(5-{[(cyclopropylmethyl)amino]methyl}-1,3,4-oxadiazol-2-yl)-N-[(3R,4S)-3-fluoro-1-methylpiperidin-4-yl]-1-(2,2,2-trifluoroethyl)-1H-indol-4-amine C1(CC1)CNCC1=NN=C(O1)C=1N(C=2C=CC=C(C2C1)N[C@@H]1[C@@H](CN(CC1)C)F)CC(F)(F)F |r|